C1(CC1)C(C=1C=C(C(=C(C1)C(C(=O)O)N1C[C@@H](CC1)N(CCCCCC1=NC=2NCCCC2C=C1)C)OC)F)(F)F 2-(5-(cyclopropyldifluoromethyl)-3-fluoro-2-methoxyphenyl)-2-((R)-3-(methyl(5-(5,6,7,8-tetrahydro-1,8-naphthyridin-2-yl)pentyl)amino)pyrrolidin-1-yl)acetic acid